3-(2-chloro-3-(6-((5-oxo-4-azaspiro[2.5]octan-4-yl)methyl)pyridin-3-yl)phenyl)-piperidine-2,6-dione ClC1=C(C=CC=C1C=1C=NC(=CC1)CN1C2(CC2)CCCC1=O)C1C(NC(CC1)=O)=O